OC(COC1=CC=C(C=C1)C=1C=C(C=2N=CN=C(C2N1)N[C@@H]1CNCCC1)C(=O)N)(C)C 6-[4-(2-hydroxy-2-methylpropoxy)phenyl]-4-[(3S)-piperidin-3-ylamino]pyrido[3,2-d]pyrimidine-8-carboxamide